4-(methoxycarbonyl)-4-[(1-oxopropyl)phenylamino]-1-piperidinepropanoic acid-methyl ester COC(CCN1CCC(CC1)(N(C1=CC=CC=C1)C(CC)=O)C(=O)OC)=O